N-(4-((5-(6-(1H-pyrazol-1-yl)pyridin-3-yl)-1H-pyrazol-3-yl)amino)-3-methylphenyl)methanesulfonamide N1(N=CC=C1)C1=CC=C(C=N1)C1=CC(=NN1)NC1=C(C=C(C=C1)NS(=O)(=O)C)C